ClC1=CC(=C(C=C1)C1=NOC(=C1[C@H](O)C=1C=NC=CC1)C1=C(C=C(C=C1)F)F)F (R)-[3-(4-Chloro-2-fluorophenyl)-5-(2,4-difluorophenyl)-1,2-oxazol-4-yl](pyridin-3-yl)methanol